BrC=1C=C(C=CC1)C1CCN(CC1)CC=1C=C2C(N(C(C2=CC1)=O)N1C(NC(CC1)=O)=O)=O 5-((4-(3-bromophenyl)piperidin-1-yl)methyl)-2-(2,4-dioxotetrahydropyrimidine-1(2H)-yl)isoindoline-1,3-dione